C(C1=C(C=CC=C1)SSC1=C(C(=O)O)C=CC=C1)(=O)O.C(CCP(C1=CC=CC=C1)(C1=CC=CC=C1)C1=CC=CC=C1)P(C1=CC=CC=C1)(C1=CC=CC=C1)C1=CC=CC=C1 propane-1,3-diylbis(triphenylphosphine) 2,2'-dithiodibenzoate